(3-hydroxyadamantan-1-yl)-7-(methyl-d3)-7,9-dihydro-8H-purin-8-one OC12CC3(CC(CC(C1)C3)C2)C2=NC=C3N(C(NC3=N2)=O)C([2H])([2H])[2H]